BrCCCCCCCC(C(=O)OCC)(C)C ethyl 9-bromo-2,2-dimethylnonanoate